Fmoc-sulfoalanine C(=O)(OCC1C2=CC=CC=C2C2=CC=CC=C12)N([C@@H](C)C(=O)O)S(=O)(=O)O